[N+](=O)([O-])C1=CC=C(C=C1)CC(=O)NC1=NC=NC2=CC=CC=C12 2-(4-nitrophenyl)-N-(quinazolin-4-yl)acetamide